2-(cyclopropylmethyl)-6-fluoro-N-(1-methyl-1H-pyrazol-4-yl)-1,2,3,4-tetrahydroisoquinolin-7-amine hydrochloride Cl.C1(CC1)CN1CC2=CC(=C(C=C2CC1)F)NC=1C=NN(C1)C